CS(=O)(=O)OC1=CC=CC=2COC(OCC21)C=2N=C(SC2)C2CCN(CC2)C(CN2N=C(C=C2C(F)F)C(F)F)=O 3-[2-(1-{[3,5-bis(difluoromethyl)-1H-pyrazol-1-yl]acetyl}piperidin-4-yl)-1,3-thiazol-4-yl]-1,5-dihydro-2,4-benzo-dioxepin-6-yl methanesulfonate